COC=1C(=CSC1)C1=NN2C(=NC=3C=CC=CC3C2=N1)N[C@@H](C(=O)N)CC (2R)-2-{[2-(4-methoxythiophen-3-yl)[1,2,4]triazolo[1,5-c]quinazolin-5-yl]amino}butanamide